OC(C=CC(=O)O)C(C)O 4,5-dihydroxyl-2-hexenoic acid